C(C)OC(C(=O)OCC)=N ethyl 2-ethoxy-2-imino-acetate